COC1=CC=C(C=C1)CCCC(=O)N1CCCCC1 4-(4-methoxyphenyl)-1-(piperidin-1-yl)butan-1-one